4-(1-((2-((6-azaspiro[3.4]octan-6-yl)methyl)-1H-indole-6-yl)methyl)-1H-1,2,3-triazol-4-yl)-N-(2-chloroethyl)-1H-indazole-6-amine C1CCC12CN(CC2)CC=2NC1=CC(=CC=C1C2)CN2N=NC(=C2)C2=C1C=NNC1=CC(=C2)NCCCl